3-(7-(4-((R)-3-((1r,4R)-4-(3-bromo-2-methylphenoxy)cyclohexyl)-2-methylpropyl)piperazin-1-yl)-1-methyl-1H-indazol-3-yl)piperidine-2,6-dione BrC=1C(=C(OC2CCC(CC2)C[C@H](CN2CCN(CC2)C=2C=CC=C3C(=NN(C23)C)C2C(NC(CC2)=O)=O)C)C=CC1)C